C[Si](C)(C)C#CC1=CC=CC(=N1)C#N 6-((trimethylsilyl)ethynyl)pyridinecarbonitrile